N-((4-(cis-3-hydroxycyclobutyl)-1-(4-(trifluoromethoxy)phenyl)-1H-pyrazolo[3,4-b]pyridin-3-yl)methyl)acrylamide ethyl-5-fluoro-3-(2-formyl-4-methoxyphenyl)-1H-indole-2-carboxylate C(C)OC(=O)C=1NC2=CC=C(C=C2C1C1=C(C=C(C=C1)OC)C=O)F.O[C@H]1C[C@H](C1)C1=C2C(=NC=C1)N(N=C2CNC(C=C)=O)C2=CC=C(C=C2)OC(F)(F)F